ClC1=NC(=CC(=N1)N1C(CN(CC1)C(=O)OC(C)(C)C)CO)Cl tert-Butyl 4-(2,6-dichloropyrimidin-4-yl)-3-(hydroxymethyl)piperazine-1-carboxylate